FC1=C(C(=CC=C1)F)I 1,3-difluoro-2-iodobenzene